N(=C=O)C1(C(C(C(C(C1C)C)N=C=O)C)C)C 1,4-diisocyanato-methyl-2,3,5,6-tetramethylcyclohexane